ClC=1C=NN2C1N=C(C=C2N[C@@H]2C[C@H](CC2)NCC(=O)O)\C(=C\C)\CC 2-[[(1S,3S)-3-[[3-chloro-5-[(E)-1-ethylprop-1-enyl]pyrazolo[1,5-a]pyrimidin-7-yl]amino]cyclopentyl]amino]acetic acid